FC=1C=CC(=C(C#N)C1)C(F)(F)F 5-fluoro-2-(trifluoromethyl)benzonitrile